CN1N=C(C=C1C1=CC=C(S1)S(=O)(=O)NC=1C=C(C(=O)NC2=CC=C(C(=O)O)C=C2)C=CC1)C(F)(F)F 4-{3-[5-(2-Methyl-5-trifluoromethyl-2H-pyrazol-3-yl)-thiophene-2-sulfonylamino]-benzoylamino}-benzoic acid